C(C)OC(CN)OCC 2,2-diethoxyethane-1-amine